6,7-dimethoxy-2-methyl-N-{(1R)-1-[3-(1H-pyrazol-1-yl)phenyl]ethyl}quinazolin-4-amine COC=1C=C2C(=NC(=NC2=CC1OC)C)N[C@H](C)C1=CC(=CC=C1)N1N=CC=C1